7,7-dimethyl-6,7-dihydro-4H-spiro[benzo[d]isoxazole-5,3'-indoline] CC1(CC2(CNC3=CC=CC=C23)CC=2C=NOC21)C